CC=1OC2=C(C1C(=O)N[C@H]1CN(CC1)C(=O)OC(C)(C)C)C=C(C=C2)OCC2=CC=C(C=C2)C tert-butyl (R)-3-(2-methyl-5-((4-methylbenzyl)oxy)benzofuran-3-carboxamido)pyrrolidine-1-carboxylate